FC=1C=C2C3=C(COC2=CC1)C=C(C(=C3)C(=O)NC3=CC=C(CNC(OC(C)(C)C)=O)C=C3)O tertbutyl (4-(2-fluoro-8-hydroxy-6H-benzo[c]chromene-9-carboxamido)benzyl)carbamate